C1=NC=C(C2=CC=CC=C12)N[C@@H]1CN(CC1)C(=O)OC(C)(C)C tert-butyl (S)-3-(isoquinolin-4-ylamino)pyrrolidine-1-carboxylate